2-methyl-6-(1H-pyrazol-4-yl)-4-(2-(6-(trifluoromethyl)imidazo[1,2-a]pyrazin-3-yl)pyrimidin-4-yl)morpholine CC1CN(CC(O1)C=1C=NNC1)C1=NC(=NC=C1)C1=CN=C2N1C=C(N=C2)C(F)(F)F